COC(C1=C(C=C(C=C1)C1=NO[C@](C1)(C(F)(F)F)C1=CC(=CC(=C1)Cl)Cl)C)=O (S)-4-(5-(3,5-dichlorophenyl)-5-(trifluoromethyl)-4,5-dihydroisoxazol-3-yl)-2-methylbenzoic acid methyl ester